C1(=CC=CC=C1)C(=NC1=C(C=C2C=NN(C2=C1)C=1C=C(C=CC1)C)F)C1=CC=CC=C1 N-(diphenylmethylene)-5-fluoro-1-(m-tolyl)-1H-indazol-6-amine